C(C1=CC=CC=C1)OCCN(C=1C=C(OC(C1OC)=O)C(=O)NC=1SC(=NN1)N1N=CC=C1C)CCOC 4-{[2-(benzyloxy)ethyl](2-methoxyethyl)amino}-5-methoxy-N-[5-(5-methylpyrazol-1-yl)-1,3,4-thiadiazol-2-yl]-6-oxopyran-2-carboxamide